O1C=NC2=C1C=CC(=C2)N2CC1CN(CC(C2)O1)C 3-(benzo[d]oxazol-5-yl)-7-methyl-9-oxa-3,7-diazabicyclo[3.3.1]nonane